N-(5-cyclopropylpyridin-3-yl)-N-({5-[5-(trifluoromethyl)-1,3,4-oxadiazol-2-yl]-1,3-thiazol-2-yl}methyl)methanesulfonamide C1(CC1)C=1C=C(C=NC1)N(S(=O)(=O)C)CC=1SC(=CN1)C=1OC(=NN1)C(F)(F)F